OC1=C(C=C(CNC(=O)C2CCCCC2)C=C1)OCC N-(4-hydroxy-3-ethoxybenzyl)cyclohexanamide